N-(1-{7-Cyclopropyl-2-oxo-2H,3H,7H-pyrrolo[2,3-d]pyrimidin-3-yl}-2-(4-fluorophenyl)-2-oxoethyl)formamide C1(CC1)N1C=CC=2C1=NC(N(C2)C(C(=O)C2=CC=C(C=C2)F)NC=O)=O